4-(tert-butyl) 8-methyl (S)-2-fluoro-2,3-dihydrobenzo[f][1,4]thiazepine-4,8(5H)-dicarboxylate F[C@H]1SC2=C(CN(C1)C(=O)OC(C)(C)C)C=CC(=C2)C(=O)OC